CC=1C=C(C=CC1)C1=CC(=CC(=C1)C1=CC(=CC=C1)C)C1=CC(=CC=C1)C 1,3,5-tris(3-methylphenyl)benzene